NCC1([C@H]2CN(C[C@@H]12)C1=CN=C2C(=N1)NN=C2C2=C(C1=CN(N=C1C=C2)CC#N)Cl)C=2SC=C(N2)C 2-(5-(6-((1R,5S,6r)-6-(aminomethyl)-6-(4-methylthiazol-2-yl)-3-azabicyclo[3.1.0]hexan-3-yl)-1H-pyrazolo[3,4-b]pyrazin-3-yl)-4-chloro-2H-indazol-2-yl)acetonitrile